(R)-2-(1-(3-chloro-5-cyanophenyl)-1H-pyrazol-4-yl)-N-(3-cyclopropyl-1H-pyrazol-5-yl)propanamide ClC=1C=C(C=C(C1)C#N)N1N=CC(=C1)[C@H](C(=O)NC1=CC(=NN1)C1CC1)C